C(CCC(=O)O)(=O)O.C([C@H](O)[C@@H](O)[C@H](O)CO)O xylitol succinate